C1=CC(=C(C(=C1F)F)F)F 2,4,5-tetrafluorobenzene